COC(=O)N(C1=CC2=C(C3=C(S2)C=C(C=C3)S(=O)(=O)N[C@H](C(=O)O)C(C)C)C=C1)C (S)-2-(7-(methoxycarbonyl(methyl)amino)dibenzo[b,d]thiophene-3-sulfonamido)-3-methyl-butanoic acid